CNC1=NC(=CC=C1)C(F)(F)F N-methyl-6-(trifluoromethyl)pyridin-2-amine